(R)-4-(3H-[1,2,3]triazolo[4,5-b]pyridin-3-yl)-2,6-difluoro-N-(8-methylisoquinolin-1-yl)-N-(piperidin-3-yl)benzamide N1=NN(C2=NC=CC=C21)C2=CC(=C(C(=O)N([C@H]1CNCCC1)C1=NC=CC3=CC=CC(=C13)C)C(=C2)F)F